COC Di-Methyl Ether